4-(4-morpholin-4-yl-1H-imidazo[4,5-c]pyridin-2-yl)aniline N1(CCOCC1)C1=NC=CC2=C1N=C(N2)C2=CC=C(N)C=C2